9-chloro-9-oxononylacetate ClC(CCCCCCCCCC(=O)[O-])=O